aminocyclopentadienylrhenium N[Re]C1C=CC=C1